3-[3-[[(7S)-3,4-dimethoxy-7-bicyclo[4.2.0]octa-1,3,5-trienyl]methyl-methylamino]propyl]-7,8-dimethoxy-2,5-dihydro-1H-3-benzazepin-4-one COC=1C=C2C[C@@H](C2=CC1OC)CN(CCCN1C(CC2=C(CC1)C=C(C(=C2)OC)OC)=O)C